3-(2-fluoro-6-methoxyphenyl)pyridine-2-carboxylic acid methyl ester COC(=O)C1=NC=CC=C1C1=C(C=CC=C1OC)F